FC(C(=O)O)(F)F.CC(C)(\C=C\C1=CC=C(C=C1)C(F)(F)F)[C@@H]1CNCC1 (R,E)-3-(2-methyl-4-(4-(trifluoromethyl)phenyl)but-3-en-2-yl)pyrrolidine 2,2,2-trifluoroacetate